C(C)(C)(C)OC(=O)N1[C@H](C[C@@]2(CC1)OCCC1=C2SC(=C1C=O)Cl)C (2'S,7r)-2-chloro-3-formyl-2'-methyl-spiro[4,5-dihydrothieno[2,3-C]pyran-7,4'-piperidine]-1'-carboxylic acid tert-butyl ester